N-[(4S,5S)-7-ethyl-4-(4-fluorophenyl)-3-[[[1-(morpholinomethyl)cyclopropanecarbonyl]amino]methyl]-6-oxo-1-phenyl-4,5-dihydropyrazolo[3,4-b]pyridine-5-yl]-3-(trifluoromethyl)benzamide C(C)N1C2=C([C@@H]([C@@H](C1=O)NC(C1=CC(=CC=C1)C(F)(F)F)=O)C1=CC=C(C=C1)F)C(=NN2C2=CC=CC=C2)CNC(=O)C2(CC2)CN2CCOCC2